L-1-(3-dimethylaminopropyl)-3-ethyl-carbodiimide CN(CCCN=C=NCC)C